FC1=CC(=C(C=C1)NC1=C(C(=O)OC)C=CC=C1)C methyl 2-((4-fluoro-2-methylphenyl)amino)-benzoate